3,3-difluoro-N-methylcyclobutane-1-amine hydrochloride Cl.FC1(CC(C1)NC)F